3-indolepyruvic acid N1C=C(C2=CC=CC=C12)CC(C(=O)O)=O